tri(α-chloropropyl) phosphate P(=O)(OC(CC)Cl)(OC(CC)Cl)OC(CC)Cl